N-(2-hydroxy-ethyl)-6-[3-(5-methoxymethyl-isoxazol-3-yl)-[1,2,4]triazolo[3,4-a]phthalazin-6-yloxymethyl]-nicotinamide OCCNC(C1=CN=C(C=C1)COC1=NN2C(C3=CC=CC=C13)=NN=C2C2=NOC(=C2)COC)=O